FC1=C(C=C(C=C1)NC(=O)C=1N(C=C2C1OCC1C(NS2(=O)=O)CN(CC1)C(=O)C=1N=COC1C)C)C N-(4-Fluoro-3-methylphenyl)-2-methyl-7-(5-methyloxazol-4-carbonyl)-5,5a,6,7,8,9,9a,10-octahydro-2H-pyrido[3,4-f]pyrrolo[3,4-b][1,4,5]oxathiazocin-1-carboxamid-4,4-dioxid